COC(=O)C1=NC(=C(C=C1F)Br)N 6-amino-5-bromo-3-fluoropyridine-2-carboxylic acid methyl ester